(3R)-3-[4-(2,2-dimethylpropoxy)phenyl]hex-4-ynoic acid CC(COC1=CC=C(C=C1)[C@@H](CC(=O)O)C#CC)(C)C